The molecule is a carbamoylkanamycin that is tobramycin bearing a single carbamoyl substituent located at position 6'' (on the 3-aminoglucose ring). It derives from a tobramycin. It is a conjugate base of a nebramycin 5'(5+). C1[C@@H]([C@H]([C@@H]([C@H]([C@@H]1N)O[C@@H]2[C@@H]([C@H]([C@@H]([C@H](O2)COC(=O)N)O)N)O)O)O[C@@H]3[C@@H](C[C@@H]([C@H](O3)CN)O)N)N